(R)-2-((1S,3R)-4,4-difluoro-3-(6-oxo-1,6-dihydro-pyridin-3-yl)-cyclohexyl)-N-(5-(2,4-difluorophenoxy)pyridin-2-yl)propan-amide FC1([C@H](C[C@H](CC1)[C@H](C(=O)NC1=NC=C(C=C1)OC1=C(C=C(C=C1)F)F)C)C1=CNC(C=C1)=O)F